5-(tert-butyl)-3-(6-chloropyridin-3-yl)pyrazolo[1,5-a]pyrimidin-7(4H)-one C(C)(C)(C)C=1NC=2N(C(C1)=O)N=CC2C=2C=NC(=CC2)Cl